C(C(C)C)(=O)OC=1C(=NC=CC1OC)C(N[C@@H](C)C1=NOC(=N1)C1=CC=C(C=C1)OC)=O (S)-4-methoxy-2-((1-(5-(4-methoxyphenyl)-1,2,4-oxadiazol-3-yl)ethyl)carbamoyl)pyridin-3-yl isobutyrate